FC1=CC=C(C=C1)C1=CC=C(C=N1)OC1=CC=C(C(=N1)C)N 6-((6-(4-fluorophenyl)pyridin-3-yl)oxy)-2-methylpyridin-3-amine